C1(NC=C2C1=CNC2=O)=O 2,5-dihydropyrrolo-[3,4-c]pyrrole-1,4-dione